3-[[4-[(2R)-2-[[2-(tert-butoxycarbonylamino)spiro[3.3]heptan-6-yl]amino]-4-methyl-pentoxy]-6-(2,6-dimethylphenyl)pyrimidin-2-yl]sulfamoyl]benzoic acid C(C)(C)(C)OC(=O)NC1CC2(C1)CC(C2)N[C@@H](COC2=NC(=NC(=C2)C2=C(C=CC=C2C)C)NS(=O)(=O)C=2C=C(C(=O)O)C=CC2)CC(C)C